COC=1C=C(C=C(C1OC)OC)C1=C2C(=NC=C1)NC=N2 7-(3,4,5-trimethoxyphenyl)-3H-imidazo[4,5-b]pyridine